The molecule is a meroterpenoid isolated from the marine sponge Aka coralliphaga and has been shown to exhibit inhibitory activity against phosphatidylinositol-3-OH kinase. It has a role as a metabolite and an EC 2.7.1.137 (phosphatidylinositol 3-kinase) inhibitor. It is a meroterpenoid, an organic heterotetracyclic compound, a polyphenol, an aldehyde and a cyclic ether. C[C@@H]1CC[C@@H]2[C@](CCCC2(C)C)(C3=C1OC4=C(C(=C(C=C34)O)O)C=O)C